ClC=1C(=NC(=NC1)NC1CCOCC1)C1=CC=C2CN(C(C2=C1)=O)CC(=O)N[C@H]([C@H](CC)O)C1=CC(=CC(=C1)OC)F 2-(6-{5-chloro-2-[(oxacyclohex-4-yl)amino]pyrimidin-4-yl}-1-oxo-2,3-dihydro-1H-isoindol-2-yl)-N-[(1S,2S)-1-(3-fluoro-5-methoxyphenyl)-2-hydroxybutyl]acetamide